3-{4-[5-({1-[(3-fluoro-2-methylphenyl)meth-yl]piperidin-3-yl}-methyl)-1,2,4-oxadi-azol-3-yl]phenyl}-1-phenylurea FC=1C(=C(C=CC1)CN1CC(CCC1)CC1=NC(=NO1)C1=CC=C(C=C1)NC(NC1=CC=CC=C1)=O)C